9-(4-((1-(3-fluoropropyl)azetidin-3-ylidene)methyl)phenyl)-8-phenethyl-6,7-dihydro-5H-benzo[7]annulene-3-carboxylic acid FCCCN1CC(C1)=CC1=CC=C(C=C1)C1=C(CCCC2=C1C=CC(=C2)C(=O)O)CCC2=CC=CC=C2